C[C@H]1NC(C2=C(C=3C=4C=CC(=NC4C=CC3S2)C2=CC=C(C=C2)N2CCC(CC2)C=O)NC1)=O (R)-1-(4-(10-methyl-8-oxo-9,10,11,12-tetrahydro-8H-[1,4]diazepino[5',6':4,5]thieno[3,2-f]quinolin-3-yl)phenyl)piperidine-4-carbaldehyde